N-[(6-Amino-2-pyridyl)sulfonyl]-6-(4-ethoxy-3-fluorophenyl)-2-(2,4,6-trimethylphenoxy)pyridin-3-carboxamid NC1=CC=CC(=N1)S(=O)(=O)NC(=O)C=1C(=NC(=CC1)C1=CC(=C(C=C1)OCC)F)OC1=C(C=C(C=C1C)C)C